4-(4-(tert-butyl)naphthalen-2-yl)-1-methyl-2-phenyl-1H-imidazo[4,5-c]Pyridine C(C)(C)(C)C1=CC(=CC2=CC=CC=C12)C1=NC=CC2=C1N=C(N2C)C2=CC=CC=C2